C(CCCCC)([OH+][O-])O hexanediol oxide